(2S,3R,4R,5S,6R)-2-(4-chloro-3-(4-methoxybenzyl)phenyl)-6-(hydroxymethyl)tetrahydro-2H-pyran-3,4,5-triol ClC1=C(C=C(C=C1)[C@@H]1O[C@@H]([C@H]([C@@H]([C@H]1O)O)O)CO)CC1=CC=C(C=C1)OC